ClC=1C(=NC(=NC1)N(C=O)C1=CC(=C(C=C1)N1CCN(CC1)C)F)C(=O)NC1=C(C=CC=C1F)Cl.[P].[P] phosphorus compound with phosphorus chloro-N-(2-chloro-6-fluorophenyl)-2-(N-(3-fluoro-4-(4-methylpiperazin-1-yl)phenyl)formamido)pyrimidine-4-carboxamide